C[C@H](CCCCC(=O)O)O The molecule is a 6-hydroxyheptanoic acid that has R configuration at the chiral centre. It is an enantiomer of a (6S)-6-hydroxyheptanoic acid.